FC(COC1=C(C=CC=C1)C1=NC(=CC2=C1CN(C2=O)C2=CC=C(C=C2)OC(F)F)[C@@H](C)O)F |r| rac-4-[2-(2,2-difluoroethoxy)phenyl]-2-[4-(difluoromethoxy)phenyl]-6-(1-hydroxyethyl)-2,3-dihydro-1H-pyrrolo[3,4-c]pyridin-1-one